ClC1=NC=C(C(=C1)C(=O)NCCC1=CC=C(C=C1)Cl)OC1=CC(=CC=C1)C1CC1 2-chloro-N-[2-(4-chlorophenyl)ethyl]-5-(3-cyclopropyl-phenoxy)pyridine-4-carboxamide